Methyl (S)-4-((1-(2-chlorophenyl)ethyl)amino)benzoate ClC1=C(C=CC=C1)[C@H](C)NC1=CC=C(C(=O)OC)C=C1